3-fluoro-5-({2-[(oxan-4-yl)amino]ethyl}amino)pyridin FC=1C=NC=C(C1)NCCNC1CCOCC1